N=1C=NN2C1C=CC(=C2)C2=CSC=1C2=NC(=CC1)C=1C=NC=CC1 3-([1,2,4]triazolo[1,5-a]pyridin-6-yl)-5-(pyridin-3-yl)thieno[3,2-b]pyridine